C1(=C(C=CC=C1)C1=C(C2=C(SC3=C2C=CC=C3)C=C1)C1=C(C(=C(C=C1)C1(C(C(C(C(C1[2H])([2H])[2H])([2H])[2H])([2H])[2H])([2H])[2H])[2H])C1(C(C(C(C(C1[2H])([2H])[2H])([2H])[2H])([2H])[2H])([2H])[2H])[2H])C1=NN=NC=C1)C=1C(=CC=CC1)C1=CC=CC=C1 (terphenylyl)[(diphenyl-d10)triazinylphenyl]dibenzothiophene